N-(3',4'-dihydroxycinnamoyl)-5-hydroxyanthranilic acid OC=1C=C(C=CC(=O)NC=2C(C(=O)O)=CC(=CC2)O)C=CC1O